C(C)(C)(C)OC(=O)N1C(CCC(C1)CO)COC 5-(hydroxymethyl)-2-(methoxymethyl)piperidine-1-carboxylic acid tert-butyl ester